OC=1C(C(=CN2C1C(N1C3=C(CCC[C@H]2C1)C=CC=C3)=O)C(=O)NCC3=C(C=C(C=C3F)F)F)=O (6S)-1-hydroxy-2,15-dioxo-N-(2,4,6-trifluorobenzyl)-2,6,7,8,9,15-hexahydro-6,14-methanobenzo[e]pyrido[1,2-a][1,4]diazecine-3-carboxamide